N-(5-((1-(tert-butyl)azetidin-3-yl)carbamoyl)-2-methylpyridin-3-yl)-2-(1-methyl-1H-pyrazol-4-yl)pyrazolo[5,1-b]thiazole-7-carboxamide C(C)(C)(C)N1CC(C1)NC(=O)C=1C=C(C(=NC1)C)NC(=O)C=1C=NN2C1SC(=C2)C=2C=NN(C2)C